2-(2-((2-(trimethylsilyl)ethoxy)methyl)-2H-1,2,3-triazol-4-yl)cyclopentan-1-one C[Si](CCOCN1N=CC(=N1)C1C(CCC1)=O)(C)C